CC1=CC=C(C=C1)S(=O)(=O)OCCOCCOCCOC=1C=NC(=CC1)Br 2-(2-(2-((6-bromopyridin-3-yl)oxy)ethoxy)ethoxy)ethyl 4-methylbenzenesulfonate